3-{[4,4-difluoro-1-methylpiperidin-3-yl]methoxy}-5-(5-methyl-1,3-thiazol-2-yl)-N-{(1R)-1-[2-(trifluoromethyl)pyrimidin-5-yl]ethyl}benzamide FC1(C(CN(CC1)C)COC=1C=C(C(=O)N[C@H](C)C=2C=NC(=NC2)C(F)(F)F)C=C(C1)C=1SC(=CN1)C)F